C1(=CC=CC=C1)C=1N=C(OC1C1=CC=CC=C1)C(=O)OC methyl 4,5-diphenyloxazole-2-carboxylate